CN(C=1N(C=C([N+]1C)OC)C)C 2-dimethylamino-4-methoxy-1,3-dimethylimidazolium